6-methyl-2-(4-(methyl-d3)phenyl-2,3,5,6-d4)imidazo[1,2-a]pyridine CC=1C=CC=2N(C1)C=C(N2)C2=C(C(=C(C(=C2[2H])[2H])C([2H])([2H])[2H])[2H])[2H]